C(C)C(C(=O)O)CCCCC=C ethyl-7-octenoic acid